CC(C)(S(=O)(=O)C)C1=CC=C(O1)C(=O)O 5-(1-methyl-1-methanesulfonyl-ethyl)furan-2-carboxylic acid